(6-cyclopropylquinolin-3-yl)methanamine hydrochloride Cl.C1(CC1)C=1C=C2C=C(C=NC2=CC1)CN